tert-butyl 4-((4-((3-chloro-4-(pyridin-2-ylmethoxy) phenyl) amino)-6-nitroquinazolin-7-yl) ethynyl)-4-methylpiperidine-1-carboxylate ClC=1C=C(C=CC1OCC1=NC=CC=C1)NC1=NC=NC2=CC(=C(C=C12)[N+](=O)[O-])C#CC1(CCN(CC1)C(=O)OC(C)(C)C)C